8-fluoro-6-hydroxy-N-(2-methoxyethyl)-7-(1,1,4-trioxo-1λ6,2,5-thiadiazolidin-2-yl)-3,4-dihydroisoquinoline-2(1H)-carboxamide FC=1C(=C(C=C2CCN(CC12)C(=O)NCCOC)O)N1S(NC(C1)=O)(=O)=O